Chloro{5-(ethylsulfanyl)-1-methyl-4-[3-methyl-6-(pentafluoroethyl)-3H-imidazo[4,5-c]pyridin-2-yl]-1H-imidazol-2-yl}zinc Cl[Zn]C=1N(C(=C(N1)C1=NC2=C(C=NC(=C2)C(C(F)(F)F)(F)F)N1C)SCC)C